2-(2-(1H-imidazol-5-yl)ethyl)-6-phenyl-N4-(2-(pyrrolidin-1-yl)ethyl)-1,3,5-triazine-2,4-diamine N1C=NC=C1CCC1(NC(=NC(=N1)NCCN1CCCC1)C1=CC=CC=C1)N